CN(C1=CC(=C(C(=N1)SCC)C(=O)NCC1=CC(=CC=C1)F)C)C 6-Dimethylamino-2-ethylsulfanyl-N-[(3-fluorophenyl)-methyl]-4-methyl-pyridine-3-carboxylic acid amide